OC=1C(=CC(=C2C=CC=NC12)C)C(NC(CCC)=O)C=1C=C2C=CNC2=CC1 N-((8-hydroxy-5-methylquinolin-7-yl)(1H-indol-5-yl)methyl)butyramide